Cl.C(C)C1=CC(=NO1)C1=CC2=C([C@@H](CO2)N)C=C1 (3S)-6-(5-ethyl-1,2-oxazol-3-yl)-2,3-dihydro-1-benzofuran-3-amine hydrochloride